C(C=C)(=O)OCCC[Si](OCC)(OCC)C γ-acryloxypropyl-methyl-diethoxysilane